(E)-6-(3-benzylidene-2,5-dioxopyrrolidinyl)-N-hydroxyhexanamide C(/C1=CC=CC=C1)=C/1\C(N(C(C1)=O)CCCCCC(=O)NO)=O